(E)-3-(4-(trifluoromethyl)phenyl)acrylic acid FC(C1=CC=C(C=C1)/C=C/C(=O)O)(F)F